3-(1-oxo-4-(piperazin-1-ylmethyl)isoindolin-2-yl)piperidine-2,6-dione O=C1N(CC2=C(C=CC=C12)CN1CCNCC1)C1C(NC(CC1)=O)=O